4-(((1-(5-bromopyridin-2-yl)piperidin-4-yl)oxy)methyl)-5-cyclopropyl-3-(2,6-dichlorophenyl)isoxazole BrC=1C=CC(=NC1)N1CCC(CC1)OCC=1C(=NOC1C1CC1)C1=C(C=CC=C1Cl)Cl